ClC=1C=NC(=C(C(=O)NC2CCC(CC2)CN2C(C(C3=CC=CC=C23)(O)C2=CC(=NC=C2F)OC)=O)C1)C(F)(F)F 5-chloro-N-((1r,4r)-4-((3-(5-fluoro-2-methoxypyridin-4-yl)-3-hydroxy-2-oxoindolin-1-yl)methyl)cyclohexyl)-2-(trifluoromethyl)nicotinamide